C(C)C1=CC(=CC2=C1B(OC2)O)N(S(=O)(=O)C(F)(F)F)C2=NC=C(C(=N2)NC(CC)CC)C N-(7-ethyl-1-hydroxy-1,3-dihydrobenzo[c][1,2]oxaborol-5-yl)-1,1,1-trifluoro-N-(5-methyl-4-(pentan-3-ylamino)pyrimidin-2-yl)methanesulfonamide